C(CCC\C=C/C\C=C/C\C=C/C\C=C/C\C=C/CC)SC(C(=O)O)CC 2-((5Z,8Z,11Z,14Z,17Z)-eicosa-5,8,11,14,17-pentaenylthio)butanoic acid